3-((3-((1r,3r)-3-methoxy-1-(4-methyl-4H-1,2,4-triazol-3-yl)cyclobutyl)-5-(6-(((1-methylcyclobutyl)amino)methyl)-1-oxo-4-(trifluoromethyl)isoindolin-2-yl)phenyl)amino)propanenitrile COC1CC(C1)(C1=NN=CN1C)C=1C=C(C=C(C1)N1C(C2=CC(=CC(=C2C1)C(F)(F)F)CNC1(CCC1)C)=O)NCCC#N